FC(C1=CC=CC(=N1)CCNC1=NC=NC(=C1Cl)C(F)F)(F)F N-(2-(6-trifluoromethylpyridin-2-yl)ethyl)-5-chloro-6-difluoromethylpyrimidin-4-amine